FC1=C(C(=O)C2=CC=3C(=CN=C(C3)NC3=C(C=C(C=C3)N3CCN(CC3)CC)NC(C=C)=O)N2C)C(=C(C=C1OC)OC)F N-(2-((2-(2,6-difluoro-3,5-dimethoxybenzoyl)-1-methyl-1H-pyrrolo[2,3-c]pyridin-5-yl)amino)-5-(4-ethylpiperazin-1-yl)phenyl)acrylamide